C1=CC=C(C=2OC3=C(C21)C=CC=C3)C3=C(C=CC2=CC=CC=C32)C3=CC=C(C=C3)C3=CC=C(C=C3)NC3=CC=CC=C3 [4'-{(1-dibenzofuran-4-yl)naphthalene-2-yl}biphenyl-4-yl]-phenylamine